N-{[5-(3,3-difluorocyclobutyl)-6-fluoropyridin-2-yl](phenyl)methyl}-1-{2-[(dimethylcarbamoyl)amino]acetyl}-4-fluoropyrrolidine-2-carboxamide FC1(CC(C1)C=1C=CC(=NC1F)C(NC(=O)C1N(CC(C1)F)C(CNC(N(C)C)=O)=O)C1=CC=CC=C1)F